COC1=CN=CC=2N=C(N=C(C21)O)C2=CC=NC=C2 5-methoxy-2-(4-pyridyl)pyrido[3,4-d]pyrimidin-4-ol